tert-butyl (S)-2-((tert-butoxycarbonyl)amino)but-3-enoate C(C)(C)(C)OC(=O)N[C@H](C(=O)OC(C)(C)C)C=C